[Cl-].[Cl-].C[SiH](C)[Zr+2](C1CCC2CC=CC=C12)C1CCC2CC=CC=C12 Racemic-dimethylsilylbis(tetrahydroindenyl)zirconium dichloride